2-[1-(2,2-difluoroethyl)-3-methyl-1H-pyrazolo[3,4-d]pyrimidin-6-yl]-7-[2-methyl-6-(trifluoromethyl)pyrimidin-4-yl]-2,7-diazaspiro[4.4]nonane FC(CN1N=C(C=2C1=NC(=NC2)N2CC1(CC2)CN(CC1)C1=NC(=NC(=C1)C(F)(F)F)C)C)F